CN1C(N(C2=NC(=NC=C12)NC=1C(=CC=2N(C1)N=CN2)C)C2CCC(CC2)=O)=O 1-(7-methyl-2-((7-methyl-[1,2,4]triazolo[1,5-a]pyridin-6-yl)amino)-8-oxo-7,8-dihydro-9H-purin-9-yl)-4-oxocyclohexane